F[C@H]1[C@@H]2CC[C@H](C[C@H]1N1C=CC3=C1N=NC(=C3)C3=CC1=C(N=C(S1)C)C=C3O)N2 6-{7-[(1S,2S,3R,5R)-2-fluoro-8-azabicyclo[3.2.1]octan-3-yl]-7H-pyrrolo[2,3-c]pyridazin-3-yl}-2-methyl-1,3-benzothiazol-5-ol